FC1=C(C=CC=C1F)CN1C(C(CC1=O)C1=CC=CC=C1)CC(=O)NS(=O)(=O)C 2-[1-[(2,3-difluorophenyl)methyl]-5-oxo-3-phenylpyrrolidin-2-yl]-N-methylsulfonylacetamide